NC=1C=C(C=C(C1)C(F)(F)F)C(C)NC1=NC(=NC2=CC(=C(C=C12)OC)OCC1COC1)C N-(1-(3-amino-5-(trifluoromethyl)phenyl)ethyl)-6-methoxy-2-methyl-7-(oxetan-3-ylmethoxy)quinazoline-4-amine